(S)-4-(1-acetyl-2-methyl-1,2,3,4-tetrahydroquinolin-6-yl)benzaldehyde C(C)(=O)N1[C@H](CCC2=CC(=CC=C12)C1=CC=C(C=O)C=C1)C